FC1=NC(=CC=C1C1=C(C=NN1CC)C(=O)OCC)F Ethyl 5-(2,6-difluoropyridin-3-yl)-1-ethylpyrazole-4-carboxylate